O1CC(=CC1)B1OC(C(O1)(C)C)(C)C 2-(2,5-dihydrofuran-3-yl)-4,4,5,5-tetramethyl-1,3,2-dioxaborolan